ClC1=CC=2C=3C=CC(=CC3N(C(N(C2N=C1)CC)=O)C1=C(C=C(C=C1F)NCCNCCF)F)Cl 4,13-dichloro-10-[2,6-difluoro-4-({2-[(2-fluoroethyl)amino]ethyl}amino)phenyl]-8-ethyl-6,8,10-triazatricyclo[9.4.0.02,7]pentadeca-1(11),2(7),3,5,12,14-hexaen-9-one